3-((cyclopropylmethylamino)(2-methoxynaphthalen-1-ylmethyl)phenyl)-3-(trifluoromethyl)-1H-pyrazole-5-carboxamide C1(CC1)CNC=1C(=C(C=CC1)C1(NNC(=C1)C(=O)N)C(F)(F)F)CC1=C(C=CC2=CC=CC=C12)OC